Cl.Cl.CN1[C@H]2[C@@H](OCC1)CNC2 Cis-4-methyl-3,4a,5,6,7,7a-hexahydro-2H-pyrrolo[3,4-b][1,4]oxazine dihydrochloride